C(C(=C)C)(=O)OCC(COCCC([SiH2]O[Si](C)(C)C)([SiH2]O[Si](C)(C)C)C)O 2-hydroxy-3-[3-methyl-3,3-di(trimethylsiloxy) silylpropoxy]-propyl methacrylate